benzyl 3-methoxy-4-(tosyloxy)pyrrolidine-1-carboxylate COC1CN(CC1OS(=O)(=O)C1=CC=C(C)C=C1)C(=O)OCC1=CC=CC=C1